1-(2-iodoethyl)indoline ICCN1CCC2=CC=CC=C12